C(=C)[Si](O[Si](C1=CC=CC=C1)(O[Si](C=C)(C)C)O[Si](C=C)(C)C)(C)C tris(vinyl-dimethyl-siloxy)phenyl-silane